6-bromo-5-(trifluoromethyl)-[1,2,4]triazolo[1,5-a]pyridin-2-amine BrC=1C=CC=2N(C1C(F)(F)F)N=C(N2)N